1H-pyrrolo[2,3-b]Pyridine-3-formaldehyde N1C=C(C=2C1=NC=CC2)C=O